O=C1N(CC2=CC(=CC=C12)C1CCN(CC1)CC1CCOCC1)C1C(NC(CC1)=O)=O 3-(1-oxo-5-(1-((tetra-hydro-2H-pyran-4-yl)methyl)piperidin-4-yl)isoindolin-2-yl)piperidine-2,6-dione